CN(C)CC1CN(CCC1(O)C=1C=C(C(=O)N)C=CC1)CCC1=CC=CC=C1 syn-3-[3-[(dimethylamino)methyl]-4-hydroxy-1-(2-phenylethyl)piperidin-4-yl]benzamide